COC(C1=C(C=C(C=C1)N1C(SCC1=O)C1=CC=C(C=C1)F)C)=O 4-[2-(4-fluoro-phenyl)-4-oxo-thiazolidin-3-yl]-2-methyl-benzoic acid methyl ester